COC12CCC(CC1)(CC2)C(C)O (4-methoxybicyclo[2.2.2]oct-1-yl)ethan-1-ol